N-(4-(1-(cyclopropanecarbonyl)indol-5-yl)-5-methylthiazol-2-yl)acetamide C1(CC1)C(=O)N1C=CC2=CC(=CC=C12)C=1N=C(SC1C)NC(C)=O